CNC(C[C@H](CC(C)C)NC=1C2=C(N=C(N1)N1CC3(CN(C3)C(C=C)=O)CC1)C=CC=N2)=O (3S)-N,5-dimethyl-3-((2-(2-(2-propenoyl)-2,6-diazaspiro[3.4]octan-6-yl)pyrido[3,2-d]pyrimidin-4-yl)amino)hexanamide